O[C@@H]1C[C@]2(CC(CN2C1)=C)C(=O)OC methyl (2R,7aR)-2-hydroxy-6-methylenetetrahydro-1H-pyrrolizine-7a(5H)-carboxylate